N-(3-(diethylamino)propyl)-2-(piperidin-1-yl)benzo[d]imidazo[2,1-b]thiazole-7-carboxamide C(C)N(CCCNC(=O)C1=CC2=C(N3C(S2)=NC(=C3)N3CCCCC3)C=C1)CC